CC1=CC=CC(=N1)C1=NNC=C1C=1C=C2C=C(C=NC2=CC1)NC1=CC=C(C=C1)N1CCNCC1 6-[3-(6-methyl-2-pyridyl)-1H-pyrazol-4-yl]-N-(4-piperazin-1-ylphenyl)quinolin-3-amine